C(C)(=O)C1C(OCC1)=O 3-Acetyldihydrofuran-2(3H)-one